1-methoxy-2-(methoxymethyl)-2-methylnonane COCC(CCCCCCC)(C)COC